OC1CCC(CC1)NC1=NC=C(C(=N1)N[C@H](C)C(C)C)C(=O)N 2-((1r,4R)-4-hydroxycyclohexylamino)-4-((R)-3-methylbutan-2-ylamino)pyrimidine-5-carboxamide